C1(C#CCCCCC1)OCC(=O)NCCOCCOCCOCCOCCC(=O)NCCCC(=O)[O-] 4-{1-[2-(cyclooct-2-yn-1-yloxy)acetamido]-3,6,9,12-tetraoxapentadecan-15-amido}butanoate